(R)-10-ethyl-2-methyl-7-(6-(3-(piperidin-1-yl)propoxy)pyridin-3-yl)-9,10-dihydro-8-oxa-2,4,10a-triazanaphtho[2,1,8-cde]Azulene-1(2H)-one C(C)[C@@H]1COC2=C3C4=C(N(C(N14)=O)C)C=NC3=CC=C2C=2C=NC(=CC2)OCCCN2CCCCC2